FC1=CC(=C(C=C1)C1=CN=C2SC(=NN21)N2CCC1(CN=C(O1)N)CC2)OC 8-(5-(4-fluoro-2-methoxyphenyl)imidazo[2,1-b][1,3,4]thiadiazol-2-yl)-1-oxa-3,8-diazaspiro[4.5]dec-2-en-2-amine